OC=1C=CC(=C(C1)C=1C(=C(N=C2[C@H]3C([C@@H](CC12)C3)(C)C)N3CC1(CN(C1)C(C=C)=O)CC3)C#N)C (M)-(1R,9R)-6-(5-hydroxy-2-methylphenyl)-10,10-dimethyl-4-(2-(2-propenoyl)-2,6-diazaspiro[3.4]octan-6-yl)-3-azatricyclo[7.1.1.02,7]undeca-2,4,6-triene-5-carbonitrile